tert-butyl (2S,4S)-2-methyl-4-((1-methyl-1H-pyrazol-4-yl)oxy)pyrrolidine-1-carboxylate C[C@@H]1N(C[C@H](C1)OC=1C=NN(C1)C)C(=O)OC(C)(C)C